IC1=C(C=CC=C1)C1=CC=CC=C1 iodo-1,1'-biphenyl